FC1=C(C=CC=C1)C1=NC(=NC=2[C@]3([C@H](CCC12)[C@H](C([C@@H]1[C@H]3O1)=O)C)C)C1=CC=NC3=CC=CC=C13 (6aR,7R,8aS,9aS,9bR)-4-(2-fluorophenyl)-7,9b-dimethyl-8-oxo-2-(quinolin-4-yl)-6,6a,7,8,9a,9b-hexahydro-oxirano[2',3':3,4]benzo[1,2-H]quinazoline